ClC1=C(C=CC=C1Cl)SC=1N=C2C(=NC1)NC(=C2)N2CCC1(CC2)[C@@H](C2=CC=CC=C2C1)N (S)-1'-(2-((2,3-dichlorophenyl)thio)-5H-pyrrolo[2,3-b]pyrazin-6-yl)-1,3-dihydrospiro[indene-2,4'-piperidin]-1-amine